2,6-difluoro-4-((2-fluoro-6-(2-methylpyridin-4-yl)benzyl)amino)-N-(thiazol-4-yl)benzenesulfonamide FC1=C(C(=CC(=C1)NCC1=C(C=CC=C1C1=CC(=NC=C1)C)F)F)S(=O)(=O)NC=1N=CSC1